BrC1=C(C(=C(C=2OC3=C(C21)C(=C(C(=C3Cl)[2H])[2H])[2H])[2H])[2H])[2H] 1-bromo-6-chlorodibenzo[b,d]furan-2,3,4,7,8,9-d6